2-methyl-4-(4,4,5,5-tetramethyl-1,3,2-dioxaborolan-2-yl)benzonitrile CC1=C(C#N)C=CC(=C1)B1OC(C(O1)(C)C)(C)C